C[C@@]1(CC(C2=CC=CC=C12)=O)CC1=C(NC2=CC=C(C=C12)C)C1=CC=CC=C1 (S)-3-methyl-3-((5-methyl-2-phenyl-1H-indol-3-yl)methyl)-2,3-dihydro-1H-inden-1-one